tert-Butyl 6-(7-benzyl-4-chloro-3-methyl-5,6,7,8-tetrahydro-1,7-naphthyridin-2-yl)-2,6-diazaspiro[3.4]octane-2-carboxylate C(C1=CC=CC=C1)N1CCC=2C(=C(C(=NC2C1)N1CC2(CN(C2)C(=O)OC(C)(C)C)CC1)C)Cl